[6-(5-cyclopropyl-4H-1,2,4-triazol-3-yl)-2-azaspiro[3.3]heptan-2-yl]-[6-[5-(trifluoromethyl)pyrazin-2-yl]-2,6-diazaspiro[3.3]heptan-2-yl]methanone C1(CC1)C=1NC(=NN1)C1CC2(CN(C2)C(=O)N2CC3(C2)CN(C3)C3=NC=C(N=C3)C(F)(F)F)C1